C(CC)(=O)O.C(CCCCC(C)C)C1=CC(=C(C(=C1)C(C)(C)C)O)C(C)(C)C isooctyl-3,5-di-tert-butyl-4-hydroxy-benzene propionate